CN1CCS(C2=C(C1=O)SC(=C2)C2=NC(=NC=C2C(F)(F)F)NC=2C=C1CCN(CC1=CC2C)CC2COC2)(=O)=O 4-methyl-7-(2-((7-methyl-2-(oxetan-3-ylmethyl)-1,2,3,4-tetrahydroisoquinolin-6-yl)amino)-5-(trifluoromethyl)pyrimidin-4-yl)-3,4-dihydrothieno[2,3-f][1,4]thiazepin-5(2H)-one 1,1-dioxide